5-(3-pyridyl)-6,7-dihydrothiazolo[5,4-c]pyridin-4-one N1=CC(=CC=C1)N1C(C2=C(CC1)N=CS2)=O